6-(5-methyl-1H-pyrazol-4-yl)-N-(2-(oxetan-3-yloxy)benzyl)-1H-pyrrolo[2,3-b]pyridine-2-carboxamide CC1=C(C=NN1)C1=CC=C2C(=N1)NC(=C2)C(=O)NCC2=C(C=CC=C2)OC2COC2